CC1=NN(C(C1C(NC1=CC(=CC=C1)C=1OC=CN1)=O)=O)C=1C=C(C(=O)OC)C=CC1 methyl 3-(3-methyl-4-((3-(oxazol-2-yl)phenyl)carbamoyl)-5-oxo-4,5-dihydro-1H-pyrazol-1-yl)benzoate